7-((6-(4-(dimethylamino)piperidin-1-yl)-5-methylpyridin-3-yl)methyl)-N2-(heptan-4-yl)imidazo[2,1-f][1,2,4]triazine-2,4-diamine CN(C1CCN(CC1)C1=C(C=C(C=N1)CC1=CN=C2C(=NC(=NN21)NC(CCC)CCC)N)C)C